C1(CC1)OC1=C(C=NC=C1)C(=O)NC1=CC(=C(C(=C1)F)OC1=CC=NC2=CC(=C(C=C12)OC)OCCNC)F 4-cyclopropoxy-N-[3,5-difluoro-4-({6-methoxy-7-[2-(methylamino)ethoxy]quinolin-4-yl}oxy)phenyl]pyridine-3-carboxamide